C(C1=CC=CC=C1)OC1=CC=C2C(=C([N+](=CC2=C1F)[O-])C(C)C)C1=CC=C(C=C1)F 7-benzyloxy-8-fluoro-4-(4-fluorophenyl)-3-isopropyl-2-oxido-isoquinolin-2-ium